C(#N)C1=CC=C(S1)C(C)=NS(=O)C(C)(C)C N-(1-(5-cyanothiophen-2-yl)ethylidene)-2-methylpropan-2-sulfinamide